N-(3-(4-(4-aminoimidazo[2,1-f][1,2,4]triazin-7-yl)-1H-pyrazol-1-yl)-4-methylphenyl)-3-fluoro-5-(trifluoromethyl)benzamide NC1=NC=NN2C1=NC=C2C=2C=NN(C2)C=2C=C(C=CC2C)NC(C2=CC(=CC(=C2)C(F)(F)F)F)=O